4-(4-{[2-(4-chlorophenyl)-4,4-dimethylcyclohex-1-en-1-yl]methyl}piperazin-1-yl)-N-({4-[(2-methoxyethyl)amino]-3-nitrophenyl}sulfonyl)-2-(1H-pyrrolo[2,3-b]pyridin-5-yloxy)benzamide ClC1=CC=C(C=C1)C1=C(CCC(C1)(C)C)CN1CCN(CC1)C1=CC(=C(C(=O)NS(=O)(=O)C2=CC(=C(C=C2)NCCOC)[N+](=O)[O-])C=C1)OC=1C=C2C(=NC1)NC=C2